2-amino-4-methoxy-phenol NC1=C(C=CC(=C1)OC)O